O=C1NC(CCC1N1C(C2=CC=C(C(=C2C1=O)F)CN(C)CC1=CC=C(C=C1)C=1OC2=C(C1)C=C(C=C2C(=O)N)F)=O)=O 2-(4-((((2-(2,6-dioxopiperidin-3-yl)-4-fluoro-1,3-dioxoisoindolin-5-yl)methyl)(methyl)amino)methyl)phenyl)-5-fluorobenzofuran-7-carboxamide